ClC=1C=C2N=CC=NC2=CC1C=C 6-Chloro-7-vinylquinoxaline